benzo[c]selenophene-1,3-dicarbonitrile C=1([Se]C(=C2C1C=CC=C2)C#N)C#N